(7-(methylthio)isoquinolin-6-yl)boric acid CSC1=C(C=C2C=CN=CC2=C1)OB(O)O